(1s,3r)-3-((5-([1,2,4]triazolo[1,5-a]pyridin-6-yl)-4-methoxypyrrolo[2,1-f][1,2,4]triazin-2-yl-7-d)amino)-1-ethylcyclobutan-1-ol N=1C=NN2C1C=CC(=C2)C=2C=C(N1N=C(N=C(C12)OC)NC1CC(C1)(O)CC)[2H]